C(C)(=O)[C@]1([C@@]([C@]([C@@](O)(O[C@@H]1CO)C(C)=O)(O)C(C)=O)(O)C(C)=O)O tetraacetyl-α-D-galactose